6-(3,5-dimethylisoxazol-4-yl)-1-(thiophen-2-ylmethyl)-1H-imidazo[4,5-b]pyridin-2(3H)-one CC1=NOC(=C1C=1C=C2C(=NC1)NC(N2CC=2SC=CC2)=O)C